(S)-N-(2-hydroxypropyl)-N-methyl-4-(5-(8-methyl-1,2,3,4-tetrahydroisoquinolin-6-yl)-1H-pyrrolo[2,3-b]pyridin-3-yl)benzamide hydrochloride Cl.O[C@H](CN(C(C1=CC=C(C=C1)C1=CNC2=NC=C(C=C21)C=2C=C1CCNCC1=C(C2)C)=O)C)C